N-[1-(hydroxymethyl)cyclobutyl]-2-methyl-5-[(pyridin-2-yl)methoxy]-2H-indazole-3-carboxamide OCC1(CCC1)NC(=O)C=1N(N=C2C=CC(=CC12)OCC1=NC=CC=C1)C